((5-fluoropyridin-2-yl)methoxy)-1-(5-methyl-2,3,4,5-tetrahydro-1H-pyrido[4,3-b]indol-7-yl-3,3-d2)pyridin-2(1H)-one FC=1C=CC(=NC1)COC=1C(N(C=CC1)C=1C=CC=2C3=C(N(C2C1)C)CC(NC3)([2H])[2H])=O